FC1=CC=C(C=C1)[C@H](C)NC1=NC(=CC(=N1)NC1=NC=CN=C1)N1CCOCC1 (S)-N2-[1-(4-fluorophenyl)ethyl]-6-morpholino-N4-(pyrazin-2-yl)pyrimidine-2,4-diamine